1-(9Z-nonadecenoyl)-2-(11Z-eicosenoyl)-glycero-3-phospho-(1'-sn-glycerol) CCCCCCCCC/C=C\CCCCCCCC(=O)OC[C@H](COP(=O)(O)OC[C@H](CO)O)OC(=O)CCCCCCCCC/C=C\CCCCCCCC